3-(trans-4-methylcyclohexyl)-urea C[C@@H]1CC[C@H](CC1)NC(N)=O